NCC/C=C/S(=O)(=O)NC(NC1=C2CCCC2=CC=2CCCC12)=O (E)-4-amino-N-((1,2,3,5,6,7-hexahydro-s-indacen-4-yl)carbamoyl)but-1-ene-1-sulfonamide